N1=C(C=CC=C1)C(CCC1=NC=CC=C1)Br 1,3-dipyridyl-propyl bromide